tert-butyl [1,2,4]triazolo[1,5-a]pyridin-6-ylcarbamate N=1C=NN2C1C=CC(=C2)NC(OC(C)(C)C)=O